thienyl vinyl sulfate S(=O)(=O)(OC=1SC=CC1)OC=C